ClC1=NC=C(C(=N1)C=1C=CC(=C(C(=O)[O-])C1)C)Cl 5-(2,5-dichloropyrimidin-4-yl)-2-methylbenzoate